Cl.N1(CCCCC1)C(=O)O Piperidinecarboxylic acid hydrochloride